2-ethylhexyl-4-dimethylamino-benzoate C(C)C(COC(C1=CC=C(C=C1)N(C)C)=O)CCCC